ClC1=CC=C(C=C1)C=1C=C(C(N(N1)C=1C=NC=NC1)=O)C(=O)NC(C(F)(F)F)C(C)(C)O 6-(4-Chlorophenyl)-3-oxo-2-(pyrimidin-5-yl)-N-(1,1,1-trifluoro-3-hydroxy-3-methyl-butan-2-yl)-2,3-dihydropyridazine-4-carboxamide